CC(CCC(N[C@H](C=O)C[C@H]1C(NCC1)=O)=O)C (S)-4-methyl-1-oxo-1-(((S)-1-oxo-3-((S)-2-oxopyrrolidin-3-yl)propan-2-yl)amino)pentan